NCC=1C=C(N=NC1)C1C(NC(CC1)=O)=O 3-(5-(Aminomethyl)pyridazin-3-yl)piperidine-2,6-dione